rel-(1R,3S)-3-[(amino)methyl]cyclohexanecarboxylic acid NC[C@@H]1C[C@@H](CCC1)C(=O)O |o1:2,4|